[(2R,3R)-3-[bis(4-methoxyphenyl)-phenyl-methoxy]tetrahydrofuran-2-yl]methanol COC1=CC=C(C=C1)C(O[C@H]1[C@H](OCC1)CO)(C1=CC=CC=C1)C1=CC=C(C=C1)OC